Ethyl (7-chloro-5-(2-fluoro-5-((4-oxo-3,4-dihydrophthalazin-1-yl)methyl)phenyl)-1H-benzoimidazol-2-yl)carbamate ClC1=CC(=CC2=C1NC(=N2)NC(OCC)=O)C2=C(C=CC(=C2)CC2=NNC(C1=CC=CC=C21)=O)F